2-naphthyl (butyl) thioether C(CCC)SC1=CC2=CC=CC=C2C=C1